4-bromo-1-methyl-3-(trimethylsilyl)pyrazole BrC=1C(=NN(C1)C)[Si](C)(C)C